(S)-4,4-difluoropyrrolidine-1,2-dicarboxylic acid 2-methyl 1-(tert-butyl) ester C(C)(C)(C)OC(=O)N1[C@@H](CC(C1)(F)F)C(=O)OC